pteroyl-histidine C(C1=CC=C(NCC2=CN=C3N=C(N)NC(=O)C3=N2)C=C1)(=O)N[C@@H](CC1=CNC=N1)C(=O)O